4-{[(2-(4-chlorophenyl)-4,4-dimethylcyclohex-1-en-1-yl)methyl]piperazin-1-yl}-N-({4-[(1,4-dioxan-2-ylmethyl)amino]-3-nitrophenyl}sulfonyl)-2-(1H-pyrrolo[2,3-b]pyridin-5-yloxy)benzamide ClC1=CC=C(C=C1)C1=C(CCC(C1)(C)C)CC1N(CCNC1)C1=CC(=C(C(=O)NS(=O)(=O)C2=CC(=C(C=C2)NCC2OCCOC2)[N+](=O)[O-])C=C1)OC=1C=C2C(=NC1)NC=C2